(2S,4R)-1-[(2S)-2-[4-(2,6-dimethyl-4-pyridyl)triazol-1-yl]-3,3-dimethyl-butanoyl]-4-hydroxy-N-methyl-pyrrolidine-2-carboxamide CC1=NC(=CC(=C1)C=1N=NN(C1)[C@H](C(=O)N1[C@@H](C[C@H](C1)O)C(=O)NC)C(C)(C)C)C